NC=1C=C(C(=CC1)C(=O)N)C(=O)N 4-aminobenzene-1,2-dicarboxamide